2-(6-aminopyridin-3-yl)propan-2-ol NC1=CC=C(C=N1)C(C)(C)O